FC1=C(C=CC(=C1C(=O)C1=CNC2=NC=C(C=C21)C2=CC=NC=C2)F)NS(=O)(=O)CCC N-(2,4-difluoro-3-(5-(pyridin-4-yl)-1H-pyrrolo[2,3-b]pyridine-3-carbonyl)phenyl)propane-1-sulfonamide